(R)-(3,4-dichlorophenyl)(8-methyl-3-(3-(methyl-d3)-1,2,4-thiadiazol-5-yl)-5,6-dihydro-[1,2,4]triazolo[4,3-a]pyrazin-7(8H)-yl)methanone ClC=1C=C(C=CC1Cl)C(=O)N1[C@@H](C=2N(CC1)C(=NN2)C2=NC(=NS2)C([2H])([2H])[2H])C